C(#N)C=1C=NC(=NC1)N[C@H]1CN(CC1)C(=O)C1=CC=C(C=C1)NC(C=C)=O (R)-N-(4-(3-((5-cyanopyrimidin-2-yl)amino)pyrrolidine-1-carbonyl)phenyl)acrylamide